[N+](=O)([O-])C=1C=CC=C(C1)S(=O)(=O)Cl 5-nitrobenzensulfonylchlorid